N-(2-methyl-4-(4-(trifluoromethyl)piperidin-1-yl)phenyl)imidazo[1,2-a]pyridin-6-amine CC1=C(C=CC(=C1)N1CCC(CC1)C(F)(F)F)NC=1C=CC=2N(C1)C=CN2